1-(2-(6-((5-(5-(difluoromethyl)-1,3,4-oxadiazol-2-yl)pyrimidin-2-yl)amino)-4-phenyl-1H-benzo[d]imidazol-1-yl)ethyl)pyrrolidin-3-ol FC(C1=NN=C(O1)C=1C=NC(=NC1)NC=1C=C(C2=C(N(C=N2)CCN2CC(CC2)O)C1)C1=CC=CC=C1)F